N[C@H](C(=O)O)[C@H](O)[C@H]1OC(OC1)(C)C (2S,3S)-2-amino-3-[(4S)-2,2-dimethyl-1,3-dioxolan-4-yl]-3-hydroxypropionic acid